2-((3,5-dichloro-4-(2-fluoro-4-hydroxy-3-isopropylbenzyl)phenyl)thio)-N-methylacetamide ClC=1C=C(C=C(C1CC1=C(C(=C(C=C1)O)C(C)C)F)Cl)SCC(=O)NC